C(C1=CC=CC=C1)OC(=O)N[C@@]12CN(CC=C[C@H]2C1)C(=O)OCC1=CC=CC=C1 benzyl (1S,7R)-1-(((benzyloxy)carbonyl)amino)-3-azabicyclo[5.1.0]oct-5-ene-3-carboxylate